4-(oxazolyloxy)cyclohexanone O1C(=NC=C1)OC1CCC(CC1)=O